Tert-butyl 6-((2-fluoro-4-(methoxycarbonyl)benzyl)oxy)-3',6'-dihydro-[2,4'-bipyridin]-1'(2'H)-carboxylate FC1=C(COC2=CC=CC(=N2)C=2CCN(CC2)C(=O)OC(C)(C)C)C=CC(=C1)C(=O)OC